8-chloro-3-(5-(difluoromethyl)-1,3,4-thiadiazol-2-yl)-N-(3-methyloxetane-3-yl)imidazo[1,5-a]pyridine-6-sulfonamide ClC=1C=2N(C=C(C1)S(=O)(=O)NC1(COC1)C)C(=NC2)C=2SC(=NN2)C(F)F